IC1=CC=C(OC2=CC(=CC=C2)OC)C=C1 1-(4-iodophenoxy)-3-methoxybenzene